1-hydroxy-2,2,6,6-tetramethylpiperidin-4-yl-trimethylammonium ON1C(CC(CC1(C)C)[N+](C)(C)C)(C)C